COC=1C=C2C(=C(C(N(C2=CC1)C)=O)C#N)N1CCC(CC1)C=1OC2=C(N1)C=C(C=C2)C 6-methoxy-1-methyl-4-[4-(5-methyl-1,3-benzoxazol-2-yl)piperidin-1-yl]-2-oxo-1,2-dihydroquinoline-3-carbonitrile